5-(methyl-d3)-4-nitro-1-(tetrahydro-2H-pyran-4-yl-4-d)-1H-pyrazol-3-ol C(C1=C(C(=NN1C1(CCOCC1)[2H])O)[N+](=O)[O-])([2H])([2H])[2H]